FC1(C2CCCC12C1=CN(C=2N=CN=C(C21)N[C@H]2CN(CCC2)C(=O)OC(C)(C)C)S(=O)(=O)C2=CC=CC=C2)F tert-butyl (3R)-3-((5-(6,6-difluorobicyclo[3.1.0]hexan-1-yl)-7-(phenylsulfonyl)-7H-pyrrolo[2,3-d]pyrimidin-4-yl)amino)piperidine-1-carboxylate